BrC1=CC(=C(C=C1Cl)N1CCN(CC1)C1=CC(=C(NC2C(NC(CC2)=O)=O)C=C1F)OC)F 3-[4-[4-(4-Bromo-5-chloro-2-fluoro-phenyl)piperazin-1-yl]-5-fluoro-2-methoxy-anilino]piperidine-2,6-dione